C(C)(C)(C)OC(=O)N(CCC1=NC(=CC=C1[N+](=O)[O-])OC)CC1=C(C=CC=C1)NC1=C(C(=O)OC)C=C(C=C1)C(F)(F)F methyl 2-((2-(((tert-butoxycarbonyl) (2-(6-methoxy-3-nitropyridin-2-yl) ethyl)-amino) methyl) phenyl) amino)-5-(trifluoromethyl)-benzoate